O=C1N(CC2=CC(=CC=C12)C[C@@H]1[C@H](CCCC1)N[C@H](C)C1=CC=CC=C1)C1C(NC(CC1)=O)=O 3-(1-oxo-5-(((1R,2S)-2-(((R)-1-phenylethyl)amino)cyclohexyl)methyl)isoindolin-2-yl)piperidine-2,6-dione